ClC=1C(=NC=C(C1)Cl)N1N=C(C=C1C=O)Br 1-(3,5-dichloro-2-pyridinyl)-3-bromo-1H-pyrazole-5-carbaldehyde